4-bromo-2,6-dimethoxy-benzoic acid BrC1=CC(=C(C(=O)O)C(=C1)OC)OC